2,3-diphenyl-anthraquinone C1(=CC=CC=C1)C1=CC=2C(C3=CC=CC=C3C(C2C=C1C1=CC=CC=C1)=O)=O